N-hexadecyl-2-(3,4-dimethoxyphenyl)-3,5,7-trimethoxyquinolin-4-one C(CCCCCCCCCCCCCCC)N1C(=C(C(C2=C(C=C(C=C12)OC)OC)=O)OC)C1=CC(=C(C=C1)OC)OC